4-[4-cyano-2-methyl-6-[1-(oxolan-3-ylmethyl)pyrazol-4-yl]indazol-3-yl]-2-(difluoromethoxy)-N-[(1-fluorocyclopropyl)methyl]-6-methoxybenzamide C(#N)C=1C2=C(N(N=C2C=C(C1)C=1C=NN(C1)CC1COCC1)C)C1=CC(=C(C(=O)NCC2(CC2)F)C(=C1)OC)OC(F)F